ClC1(C(COCC2C(O2)(Cl)C2=CC=CC=C2)O1)C1=CC=CC=C1 Chlorophenyl-2,3-epoxypropylether